C(C)(C)(C)[C@]1(COCC2=C1NC(C1=C2C=C(S1)C1=CC=NN1C)=O)O (S)-4-(tert-butyl)-4-hydroxy-8-(1-methyl-1H-pyrazol-5-yl)-1,3,4,5-tetrahydro-6H-pyrano[4,3-b]Thieno[3,2-d]Pyridin-6-one